NC=1C=CC(=C2CN(C(C12)=O)CC(C(=O)N)=C)C1=NC=CC(=C1)OC 2-{[7-amino-4-(4-methoxypyridin-2-yl)-1-oxo-2,3-dihydro-1H-isoindol-2-yl]methyl}prop-2-enamide